IC1=C(C(=CC=C1)CC(=O)O)CC(=O)O.BrC1=CC=C(C=N1)N(CCC(=O)O)C(=O)OCC1C2=CC=CC=C2C=2C=CC=CC12 3-[(6-bromo-3-pyridyl)-(9H-fluoren-9-ylmethoxycarbonyl)amino]propionic acid iodobenzenediacetate